BrC1=NN(C2=C1C(=NC=C2)Cl)C(C)C 3-bromo-4-chloro-1-isopropyl-1H-pyrazolo[4,3-c]pyridine